C(C)(C)C1=CC=NC2=CC=C(C=C12)B1OC(C(O1)(C)C)(C)C 4-isopropyl-6-(4,4,5,5-tetramethyl-1,3,2-dioxaborolan-2-yl)quinoline